N-(1-(3-ethoxy-4-methoxyphenyl)-2-(methylsulfonyl)ethyl)-2-methylpropane-2-sulfinamide C(C)OC=1C=C(C=CC1OC)C(CS(=O)(=O)C)NS(=O)C(C)(C)C